BrC1=CC(=NC=C1OC)C(F)F 4-bromo-2-(difluoromethyl)-5-methoxypyridine